COC=1C(=NS(N1)(=O)=O)N(C)C 4-methoxy-N,N-dimethyl-1,1-dioxo-1,2,5-thiadiazole-3-amine